C1(=CC=CC=C1)OC1=CC=C(C=C1)C(C)=O phenyloxy-p-acetyl-benzene